(S)-1-[7-(3-chloro-1-isopropyl-1H-indazol-5-ylmethoxy)-2H-chromen-3-ylmethyl]-piperidine-3-carboxylic acid ClC1=NN(C2=CC=C(C=C12)COC1=CC=C2C=C(COC2=C1)CN1C[C@H](CCC1)C(=O)O)C(C)C